O1CCN(CC1)C=1C=CC(=C(NC2=CC=C(C=C2)NC(OC(C)(C)C)=O)C1)[N+](=O)[O-] tert-butyl N-[4-(5-morpholino-2-nitro-anilino)phenyl]carbamate